(2R,3R,4S,5R)-2-(chloromethyl)-4-fluoro-5-(5-fluoro-2,4-dioxo-3,4-dihydropyrimidin-1(2H)-yl)-2-((isobutyryloxy)methyl)tetrahydrofuran-3-yl isobutyrate C(C(C)C)(=O)O[C@@H]1[C@](O[C@H]([C@H]1F)N1C(NC(C(=C1)F)=O)=O)(COC(C(C)C)=O)CCl